N'-(2-(2,5-dimethyl-1H-pyrrol-1-yl)thiazolo[4,5-c]pyridin-6-carbonyl)-N,N-dimethyl-formyl-hydrazine CC=1N(C(=CC1)C)C=1SC2=C(C=NC(=C2)C(=O)N(N(C)C)C=O)N1